ClC(CNC([O-])=O)(Cl)Cl 2,2,2-trichloroethylcarbamate